CC1=CN=C(S1)C=1C=C(C#N)C=C(C1)OCCN1N=CN=C1 3-(5-Methylthiazol-2-yl)-5-[2-(1,2,4-triazol-1-yl)ethoxy]benzonitrile